S1C(=NC2=C1C=CC=C2)NC2=C(C1=C(N=N2)N(CCC1)C=1SC(=C(N1)C(=O)O)CCCOC1=C(C=CC(=C1)C#CCN(C)C)F)C 2-[3-(1,3-Benzothiazol-2-ylamino)-4-methyl-6,7-dihydro-5H-pyrido[2,3-c]pyridazin-8-yl]-5-[3-[5-[3-(dimethylamino)prop-1-ynyl]-2-fluoro-phenoxy]propyl]thiazole-4-carboxylic acid